C(C)C1(CCC(CC1)NC=1N=C(C2=C(N1)NC=C2C=2C=C(C=1N(C2)C=CN1)F)OC)O 1-ethyl-4-((5-(8-fluoroimidazo[1,2-a]pyridin-6-yl)-4-methoxy-7H-pyrrolo[2,3-d]pyrimidin-2-yl)amino)cyclohexan-1-ol